BrC1=CC=C(C=C1)[SH2](C)=N (4-bromophenyl)(imino)(methyl)-lambda6-sulfane